Cl.N1(CCNCC1)C1=NC=C(C=N1)C#N 2-(piperazin-1-yl)pyrimidine-5-carbonitrile hydrochloride